ClC1=CC=C2C=3C(=CC(=C(NS(C=4C(=C(C=C(C(OCCOC2=C1)=O)C4)Cl)O)(=O)=O)C3)F)F 5,15-dichloro-21,23-difluoro-16-hydroxy-8,11-dioxa-18lambda6-thia-19-azatetracyclo[18.3.1.113,17.02,7]pentacosa-1(24),2,4,6,13,15,17(25),20,22-nonaene-12,18,18-trione